OCCOCC1=CC=C(CON2N=CC=CC2=O)C=C1 4-(2-hydroxyethoxymethyl)benzyloxyl-2H-pyridazin-3-one